tert-butyl ((1R,3s,5S)-8-(6-chloro-1,2,4-triazin-3-yl)-8-azabicyclo[3.2.1]octan-3-yl)carbamate ClC1=CN=C(N=N1)N1[C@H]2CC(C[C@@H]1CC2)NC(OC(C)(C)C)=O